FC=1C=CC2=C(CC(CO2)C(=O)Cl)C1 6-fluoro-3,4-dihydro-2H-1-benzopyran-3-carbonyl chloride